ClC1=CC=C(C=C1)CN1C(=NC=2N(C(CN(C(C21)=O)[C@H]2C[C@@H](CC2)O)=O)C)OC2=CC(=CC=C2)OC(F)(F)F 1-[(4-chlorophenyl)methyl]-7-[(1R,3R)-3-hydroxycyclopentyl]-4-methyl-2-[3-(trifluoromethoxy)phenoxy]-1H,4H,5H,6H,7H,8H-imidazo[4,5-e][1,4]diazepine-5,8-dione